NonafluoroButaneSulphonic Acid FC(C(C(C(S(=O)(=O)O)(F)F)(F)F)(F)F)(F)F